C(C1=CC=CC=C1)OC=1C=CC2=C(CN(S(O2)(=O)=O)C(C)C=2C=C(C=CC2OC)C(CC(=O)OCC)C2=C(C3=C(N(N=N3)CCCCCOCC3=CC=CC=C3)C=C2)C)C1 ethyl 3-(3-{1-[6-(benzyloxy)-2,2-dioxo-2H-1,2λ6,3-benzoxathiazin-3(4H)-yl]ethyl}-4-methoxyphenyl)-3-{1-[5-(benzyloxy)pentyl]-4-methyl-1H-benzotriazol-5-yl}propanoate